(S)-3-((tert-butyldimethylsilyl)oxy)-2-hydroxy-N-methylpropanamide [Si](C)(C)(C(C)(C)C)OC[C@@H](C(=O)NC)O